[P].C=C=C allene phosphorus